2-(3-Methoxy-2-methylphenyl)-2-(phenylsulfonyl)-1-(tetrahydrofuran-2-yl)ethan-1-ol COC=1C(=C(C=CC1)C(C(O)C1OCCC1)S(=O)(=O)C1=CC=CC=C1)C